[Na].C(#N)C=1N=C(NC1C#N)C(F)(F)F 4,5-dicyano-2-(trifluoromethyl)imidazole sodium salt